1-(2-((S)-3-carboxypyrrolidin-1-yl)ethyl)-4-methyl-2,5-dioxo-2,3,4,5-tetrahydro-1H-benzo[e][1,4]diazepin C(=O)(O)[C@@H]1CN(CC1)CCN1C(CN(C(C2=C1C=CC=C2)=O)C)=O